2-chloro-4-Amino-5-picoline ClC1=NC=C(C(=C1)N)C